C(C)(=O)N(C(OC(C)(C)C)=O)C1=NN2C(C=CC(=C2)C2(CC2)C#N)=C1I tert-butyl N-acetyl-N-[6-(1-cyanocyclopropyl)-3-iodo-pyrazolo[1,5-a]pyridin-2-yl]carbamate